[N].FC1=C(C(=O)N(C2=NC=CC3=C2C=C(S3)C3=NC=CC=C3)[C@H]3CNCCC3)C=CC(=C1)C=1N=NN(C1)C 2-fluoro-4-(1-methyltriazol-4-yl)-N-[(3R)-3-piperidyl]-N-[2-(2-pyridyl)thieno[3,2-c]pyridin-4-yl]benzamide nitrogen